ClC1=NC=C(C(=C1)C1=C(C=NC(=C1)C)C(=O)NC=1SC2=C(N1)CN(C2)C(C2=NC(=CC=C2Cl)C(F)(F)F)=O)OC 2'-Chloro-N-(5-(3-chloro-6-(trifluoromethyl)picolinoyl)-5,6-dihydro-4H-pyrrolo[3,4-d]thiazol-2-yl)-5'-methoxy-6-methyl-[4,4'-bipyridine]-3-carboxamide